pregnenol sulfate S(=O)(=O)(O)OC=C[C@H]1CC[C@H]2[C@@H]3CCC4CCCC[C@]4(C)[C@H]3CC[C@]12C